(7S)-3-({[(2-Hydroxypyridin-4-yl)methyl]carbamoyl}methyl)-7-methyl-2-[2-(1H-pyrazol-1-yl)ethyl]-3H,6H,7H,8H,9H-imidazo[4,5-f]chinolin OC1=NC=CC(=C1)CNC(=O)CN1C(=NC2=C3CC[C@@H](NC3=CC=C21)C)CCN2N=CC=C2